Exo-2-(1'-hydroxyethyl)-5-isothiocyanatonorbornane methyl-1-(4-methoxybenzyl)-2-methylpiperidine-4-carboxylate COC(=O)C1CC(N(CC1)CC1=CC=C(C=C1)OC)C.OC(C)C1C2CC(C(C1)C2)N=C=S